5,12-bis(phenylethynyl)naphthacene C1(=CC=CC=C1)C#CC1=C2C=CC=CC2=C(C2=CC3=CC=CC=C3C=C12)C#CC1=CC=CC=C1